C(#N)C1=C(SC2=C1C(=NC=C2F)C=2C1=C(C=3C(=NC(=NC3C2F)S(=O)(=O)CC)OCC[Si](C)(C)C)COC1)NC(OC(C)(C)C)=O tert-Butyl (3-cyano-4-(3-(ethylsulfonyl)-5-fluoro-1-(2-(trimethylsilyl)ethoxy)-7,9-dihydrofuro[3,4-f]quinazolin-6-yl)-7-fluorothieno[3,2-c]pyridin-2-yl)carbamate